C(CCCCCCCCCCCCCCCCC)OC[C@@H](OC(CCCCCCC\C=C/C\C=C/CCCCC)=O)COP(=O)([O-])OCC[N+](C)(C)C 1-Stearyl-2-linoleoyl-sn-glycero-3-phosphocholine